FC(CN1C=NC2=C1C=C(C=C2)C=2C=CN1N=C(N=C(C12)OC)N[C@@H]1[C@@H](CN(CC1)C1(COC1)[2H])F)F 5-(1-(2,2-difluoroethyl)-1H-benzo[d]imidazol-6-yl)-N-((3R,4S)-3-fluoro-1-(oxetan-3-yl-3-d)piperidin-4-yl)-4-methoxypyrrolo[2,1-f][1,2,4]triazin-2-amine